2,3,4,5,6-pentachlorobenzotrifluoride ClC1=C(C(=C(C(=C1Cl)Cl)Cl)Cl)C(F)(F)F